5-(7-methoxy-1,2,3,4-tetrahydronaphthalen-2-yl)-2-(3-methoxyphenyl)-4,5,6,7-tetrahydro-3H-imidazo[4,5-c]pyridine COC1=CC=C2CCC(CC2=C1)N1CC2=C(CC1)N=C(N2)C2=CC(=CC=C2)OC